BrC=1N=CC(=NC1)N(C(C)=O)C N-(5-bromopyrazin-2-yl)-N-methylacetamide